FC1(CC(C1)CN[C@H]1[C@H](CCCC1)OC=1C=C2CN(C(C2=CC1)=O)C1C(NC(CC1)=O)=O)F 3-(5-(((1S,2R)-2-(((3,3-difluorocyclobutyl)methyl)amino)cyclohexyl)oxy)-1-oxoisoindolin-2-yl)piperidine-2,6-dione